(1R,3r)-3-((3aR,6aS)-hexahydropyrrolo[3,4-c]pyrrol-2(1H)-yl)-1-methylcyclobutane-1-carboxylic acid C1N(C[C@@H]2[C@H]1CNC2)C2CC(C2)(C(=O)O)C